Cl.FC(C=1C=C(C=C(C1)C(F)(F)F)NN)(F)F 3,5-bistrifluoromethyl-phenylhydrazine hydrochloride